iron-copper-gold [Au].[Cu].[Fe]